Tetrafluoro-1,4-benzenedimethanol FC1=C(C(=C(C(=C1CO)F)F)CO)F